1'-(3-(8-fluoro-5-methyl-1-oxo-1,2-dihydroisoquinolin-3-yl)propanoyl)-1',2',3',6'-tetrahydro-[3,4'-bipyridine]-6-carbonitrile FC=1C=CC(=C2C=C(NC(C12)=O)CCC(=O)N1CCC(=CC1)C=1C=NC(=CC1)C#N)C